CC(C#N)(C)C 2,2-dimethylpropionitrile